3-(3-methylquinuclidin-3-yl)urea CC1(CN2CCC1CC2)NC(N)=O